ClC(C(F)Cl)(F)Cl 1,1,2-trichloro-1,2-difluoroethane